(1-(3-chloropyridin-2-yl)-3-methylenecyclobutyl)methanamine ClC=1C(=NC=CC1)C1(CC(C1)=C)CN